hydroxy-2-methylpropan OCC(C)C